2-chloro-4-((2-methylbenzyl)amino)pyrimidin-5-carboxamide ClC1=NC=C(C(=N1)NCC1=C(C=CC=C1)C)C(=O)N